COC1=CC=C(C=C1)[C@H](C)N (S)-1-(4-methoxyphenyl)ethylamine